2-((3-([1,1'-biphenyl]-3-yl)-1H-pyrazol-1-yl)methyl)pyridine C1(=CC(=CC=C1)C1=NN(C=C1)CC1=NC=CC=C1)C1=CC=CC=C1